FC(C(=O)O)(F)F.N[C@H](C(=O)OC)CC1=CC=C(C=2N1C=CN2)C2=NC(=C(N(C2=O)C)C)C methyl (S)-2-amino-3-(8-(4,5,6-trimethyl-3-oxo-3,4-dihydropyrazin-2-yl)imidazo[1,2-a]pyridin-5-yl)propanoate trifluoroacetate